diiodolauroyl glutamate N[C@@H](CCC(=O)[O-])C(=O)OC(CCCCCCCCCCC(I)I)=O